CC(CCCCCO)(C)O 6-methyl-1,6-heptanediol